1-BOC-5-CYANO-1H-INDOLE-2-BORONIC ACID C(=O)(OC(C)(C)C)N1C(=CC2=CC(=CC=C12)C#N)B(O)O